C(CCC)C1(OC2=C(C(N1)=O)C=CC(=C2)C)C 2-butyl-2,7-dimethyl-2,3-dihydro-4H-benzo[e][1,3]oxazin-4-one